((1R,8S,9s)-bicyclo[6.1.0]non-4-yn-9-yl)methyl (4-nitrophenyl) carbonate C(OCC1[C@H]2CCC#CCC[C@@H]12)(OC1=CC=C(C=C1)[N+](=O)[O-])=O